C(#N)CC(CCCP(CCCC)CCCC)=C cyanomethyl-methylenetributyl-phosphane